ClC=1N=CSC1C1=CC=C(C=C1)[C@H](C)NC(OC(C)(C)C)=O tert-butyl (S)-(1-(4-(4-chlorothiazol-5-yl)phenyl)ethyl)carbamate